monostearyl sebacate C(CCCCCCCCC(=O)[O-])(=O)OCCCCCCCCCCCCCCCCCC